4-chloro-8,8-difluoro-2-(methylthio)-5,8-Dihydro-6H-pyrano[3,4-d]pyrimidine ClC=1C2=C(N=C(N1)SC)C(OCC2)(F)F